N[C@H]1COCC[C@@H]1C1=C(C2=NC(=CC(=C2S1)NCC=1OC=CC1)Cl)Cl 2-((3R,4S)-3-aminotetrahydro-2H-pyran-4-yl)-3,5-dichloro-N-(furan-2-ylmethyl)thieno[3,2-b]pyridin-7-amine